C1(CC1)OC1=CC=C2C=C(C=C(C2=C1)CCNC(C)=O)OC N-(2-(7-cyclopropoxy-3-methoxynaphthalen-1-yl)ethyl)acetamide